3,10-dibromoperylene-4,9-dicarboxylic acid diisobutyl ester C(C(C)C)OC(=O)C=1C2=C(C=CC=3C=4C=CC(=C5C(=CC=C(C(=CC1)C23)C54)C(=O)OCC(C)C)Br)Br